N-(methoxymethyl)-2'-((trifluoromethoxy)methyl)-[1,1'-biphenyl]-2-sulfonamide COCNS(=O)(=O)C=1C(=CC=CC1)C1=C(C=CC=C1)COC(F)(F)F